N-(5-Cyano-6-(2H-1,2,3-triazol-2-yl)pyridin-3-yl)-1-(1,7-naphthyridin-5-yl)-5-(trifluoromethyl)-1H-pyrazol-4-carboxamid C(#N)C=1C=C(C=NC1N1N=CC=N1)NC(=O)C=1C=NN(C1C(F)(F)F)C1=C2C=CC=NC2=CN=C1